BrC1=C(C=CC(=C1)N1CCN(CC1)C)NC1=NC=C2C(=N1)N(C(N=C2)=O)C2CCCC2 7-((2-Bromo-4-(4-methylpiperazin-1-yl)phenyl)amino)-1-cyclopentylpyrimido[4,5-d]pyrimidin-2(1H)-one